BrC1=NN=C(S1)N(C)CCOC 5-Bromo-N-(2-methoxyethyl)-N-methyl-1,3,4-thiadiazol-2-amine